meta-chloroperoxybenzoic acid ClC=1C=C(C(=O)OO)C=CC1